COC(C1=CN=C(C=C1)N1N=C(N=C1[C@H](C)NC(C1=CC(=CC(=C1)C(F)(F)F)C(F)(F)F)=O)C)=O.C(C1CO1)OCCC[Si](O[SiH2]C1=CC=CC=C1)(C)C (glycidoxypropyl-dimethylsiloxy)phenylsilane methyl-6-(5-{(1S)-1-[3,5-bis(trifluoromethyl)benzamido]ethyl}-3-methyl-1H-1,2,4-triazol-1-yl)nicotinate